5-methyl-pyrrolidin CC1CCCN1